5-[(1S)-1-amino-2-(6-fluoro-2,3-dimethylphenyl)propyl]-3H-1,3,4-oxadiazol-2-one N[C@@H](C(C)C1=C(C(=CC=C1F)C)C)C1=NNC(O1)=O